3-(4-(3-(2,4-dioxotetrahydropyrimidin-1(2H)-yl)-1-methyl-1H-indazol-6-yl)piperazin-1-yl)propanoic acid O=C1N(CCC(N1)=O)C1=NN(C2=CC(=CC=C12)N1CCN(CC1)CCC(=O)O)C